NC1=CC(=NC=C1C(=O)N1CCC=2N(N=C3CCN(C[C@H]1C23)C(C=C)=O)C23CC(C2)(C3)C3CCCC3)C(F)(F)F |o1:20| (R or S)-1-(5-(4-amino-6-(trifluoromethyl)nicotinoyl)-2-(3-cyclopentylbicyclo[1.1.1]pentan-1-yl)-2,3,4,5,5a,6,8,9-octahydro-7H-1,2,5,7-tetraazabenzo[cd]azulen-7-yl)prop-2-en-1-one